C(C)(C)(C)OC(=O)N1CCC(CC1)C1=CC=CC=2NC(OC21)=O 4-(2-oxo-3H-1,3-benzoxazol-7-yl)piperidine-1-carboxylic acid tert-butyl ester